C1N(CCC2=CC=CC=C12)C[C@H](CNC(=O)N1C[C@@H](CCC1)N1C(C(CCC1)C)=O)O (3'R)-N-((S)-3-(3,4-dihydroisoquinolin-2(1H)-yl)-2-hydroxypropyl)-3-methyl-2-oxo-[1,3'-bipiperidine]-1'-carboxamide